6-ethyl 3-methyl 5-(2-methoxyphenyl)pyrazolo[1,5-a]pyridine-3,6-dicarboxylate COC1=C(C=CC=C1)C1=CC=2N(C=C1C(=O)OCC)N=CC2C(=O)OC